1-(4-{[2-(3-{[4-(ethanesulfonyl)-phenyl]amino}prop-1-yn-1-yl)-1-(2,2,2-trifluoroethyl)-1H-indol-4-yl]amino}piperidin-1-yl)propan-2-ol C(C)S(=O)(=O)C1=CC=C(C=C1)NCC#CC=1N(C2=CC=CC(=C2C1)NC1CCN(CC1)CC(C)O)CC(F)(F)F